Cl.N1C[C@@H](CC1)CN1CC2(C1)CCC(CC2)NC(=O)N(S(=O)(=O)C)S(=O)(=O)C N-(2-(((R)-pyrrolidin-3-yl)methyl)-2-azaspiro[3.5]nonan-7-yl)-N',N'-dimethyl-Sulfonylurea hydrochloride